tert-butyl (2S)-4-[7-(5-chloro-4-isoquinolyl)-2-[[(2S)-4,4-difluoro-1-methyl-pyrrolidin-2-yl]methoxy]-8-fluoro-pyrido[4,3-d]pyrimidin-4-yl]-2-(cyanomethyl)piperazine-1-carboxylate ClC1=C2C(=CN=CC2=CC=C1)C1=C(C=2N=C(N=C(C2C=N1)N1C[C@@H](N(CC1)C(=O)OC(C)(C)C)CC#N)OC[C@H]1N(CC(C1)(F)F)C)F